OC1C(OCC1C1=CC=CC2=CC=CC=C12)=O (+)-3-Hydroxy-4-(naphthalen-1-yl)dihydrofuran-2(3H)-one